(R)-2,2,2-trifluoro-1-((R or S)-3-(2-(5-fluoro-thiophen-2-yl)ethyl)-1-(2-(6-methylpyridin-3-yl)propan-2-yl)pyrrolidin-3-yl)ethyl-carbamate FC([C@@H]([C@]1(CN(CC1)C(C)(C)C=1C=NC(=CC1)C)CCC=1SC(=CC1)F)NC([O-])=O)(F)F |o1:3|